(S)-1-(3-(difluoromethoxy)phenyl)-3-(2-hydroxypropan-2-yl)-N-(3-methyl-1,1-dioxidotetrahydrothiophen-3-yl)-1H-indazole-5-carboxamide FC(OC=1C=C(C=CC1)N1N=C(C2=CC(=CC=C12)C(=O)N[C@@]1(CS(CC1)(=O)=O)C)C(C)(C)O)F